N-[6-(5-chloro-2-fluorophenyl)-3-methylpyridazin-4-yl]-7-methoxyquinolin-4-amine ClC=1C=CC(=C(C1)C1=CC(=C(N=N1)C)NC1=CC=NC2=CC(=CC=C12)OC)F